2-(Difluoromethyl)-4-(5-fluoro-4-hydroxyl-3-(trifluoromethyl)-4,5,6,7-tetrahydro-1H-indol-1-yl)benzonitrile FC(C1=C(C#N)C=CC(=C1)N1C=C(C=2C(C(CCC12)F)O)C(F)(F)F)F